C(#N)CCNC1=CC=C(C=C1)N1CCC(CC1)NC(OC(C)(C)C)=O tert-butyl N-[1-[4-(2-cyanoethylamino)phenyl]-4-piperidyl]carbamate